COC=1C(=NC(=NC1)C(C(=O)O)(C)C)C 2-(5-methoxy-4-methylpyrimidin-2-yl)-2-methylpropanoic acid